3-chloro-6-[(1R,2S)-2-fluorocyclobutyl]-2-[(2-fluorophenyl)methyl]pyrazolo[3,4-d]pyridazin-7-one ClC=1N(N=C2C(N(N=CC21)[C@H]2[C@H](CC2)F)=O)CC2=C(C=CC=C2)F